N(C1=CC=CC=C1)C=1S\C(\C(N1)=O)=C/C1=CNC2=CC=CC=C12 (5Z)-2-Anilino-5-(1H-indol-3-ylmethylene)-1,3-thiazol-4(5H)-one